2-chloro-4-[(5E)-5-(hydroxyimino)-5,6,7,8-tetrahydronaphthalen-2-yl]phenol ClC1=C(C=CC(=C1)C1=CC=2CCC\C(\C2C=C1)=N/O)O